CCCCC\C=C/C\C=C/CCCCCCCCC(CCCCCCCC\C=C/C\C=C/CCCCC)O (6Z,9Z,28Z,31Z)-heptatriaconta-6,9,28,31-tetraen-19-ol